4-hydroxy-2-(3-methylenecyclobutyl)pyrimidine-5-carboxylic acid ethyl ester C(C)OC(=O)C=1C(=NC(=NC1)C1CC(C1)=C)O